S(N)(=O)(=O)C1=CC=C(COC2=C(N=NN2)C(=O)O)C=C1 5-((4-sulfamoylbenzyl)oxy)-1H-1,2,3-triazole-4-carboxylic acid